4-((5-(1-(2,2-difluoroethyl)-1H-benzo[d][1,2,3]triazol-6-yl)-4-methoxypyrrolo[2,1-f][1,2,4]triazin-2-yl)amino)cyclohexan-1-ol FC(CN1N=NC2=C1C=C(C=C2)C=2C=CN1N=C(N=C(C12)OC)NC1CCC(CC1)O)F